O(C#N)C1=CC=C(C=C1)C(C(CC)C)(CCC)C1=CC=C(C=C1)OC#N 4,4-Bis(4-cyanatophenyl)-3-methylheptane